C(C1=CC=CC=C1)OC=1C(=C(C=CC1OCC1=CC=CC=C1)[N+](=O)[O-])Br 3,4-bis(benzyloxy)-2-bromo-nitrobenzene